ClC1=CC=C(OCCOC(C=C)=O)C=C1 acrylic acid 2-(p-chlorophenoxy)ethyl ester